tert-Butyl 4-(4-(pyrazolo[1,5-b]pyridazin-3-yl)-1H-pyrrolo[2,3-b]pyridin-2-yl)piperidine-1-carboxylate N1=CC(=C2N1N=CC=C2)C2=C1C(=NC=C2)NC(=C1)C1CCN(CC1)C(=O)OC(C)(C)C